2-amino-6-trifluoromethylquinazoline NC1=NC2=CC=C(C=C2C=N1)C(F)(F)F